OC(C)(C)C(C)(C)O.BrC1=CC=C(C=C1)OB(O)O 4-bromophenylborate-pinacol